C1(CCCCC1)COC=1C(=NC=CC1)C=O 3-cyclohexylmethoxypyridine-2-carbaldehyde